N1CCCCC12CN(CCC2)C2=C1C(=NC=C2)N(C=C1C=1SC=CN1)COCC[Si](C)(C)C 2-[[4-(1,8-diazaspiro[5.5]undecan-8-yl)-3-thiazol-2-yl-pyrrolo[2,3-b]pyridin-1-yl]methoxy]ethyl-trimethyl-silane